N-(2-(2-(4-(benzyloxy)phenoxy)ethoxy)ethyl)thiophen-2-amine C(C1=CC=CC=C1)OC1=CC=C(OCCOCCNC=2SC=CC2)C=C1